CC1=NN=C(N1C1CCN(CC1)C1=CC(N(N=C1)CC=1C(=NOC1C)C1=CC=C(C=C1)F)=O)C 5-(4-(3,5-Dimethyl-4H-1,2,4-triazol-4-yl)piperidin-1-yl)-2-((3-(4-fluorophenyl)-5-methylisoxazol-4-yl)methyl)pyridazin-3(2H)-one